ClC=1C=NC=C(C1C(C)OC=1C=C2C(=NN(C2=CC1)C1OCCCC1)C#N)Cl 5-(1-(3,5-Dichloropyridin-4-yl)ethoxy)-1-(tetrahydro-2H-pyran-2-yl)-1H-indazole-3-Nitrile